Cl.NC(C(=O)NC1=NC(=C(C=C1)C=1C(=NNC1C(C([2H])([2H])[2H])([2H])[2H])C)F)=C(C1CC1)C1CC1 (2S)-2-amino-3,3-dicyclopropyl-N-[6-fluoro-5-[3-methyl-5-(1,1,2,2,2-pentadeuterioethyl)-1H-pyrazol-4-yl]-2-pyridyl]propenamide hydrochloride